C(C)(=O)OC1C2C3CCCC3C(C1)C2 Octahydro-1H-4,7-methanoinden-5-yl acetate